NC=1SC=C(N1)C(=O)N[C@@H]1C[C@@H](CCC1)NC1=NC(=NC(=C1)C1=CC=CC=C1)C1=CNC2=NC=C(C=C21)F |r| (+/-)-cis-2-amino-N-(3-((2-(5-fluoro-1H-pyrrolo[2,3-b]pyridin-3-yl)-6-phenylpyrimidin-4-yl)amino)cyclohexyl)thiazole-4-carboxamide